3,4-dimethylphenylcarbamate CC=1C=C(C=CC1C)NC([O-])=O